COC=1C=C2C=CC(=CC2=CC1)[C@@H](C(=O)N[C@@H](CC1=CN=C[NH2+]1)C=O)C 5-((S)-2-((S)-2-(6-methoxynaphthalen-2-yl)propanamido)-3-oxopropyl)-1H-imidazol-1-ium